ribopentose O=C[C@H](O)[C@H](O)[C@H](O)CO